C(C)(=O)OC1=C(OC(=C1O)C1=CC=C(C=C1)Cl)NS(=O)(=O)C1=CC=CC=C1 N-(3-acetoxy-4-hydroxy-5-(4-chlorophenyl)-2-furanyl)benzenesulfonamide